CN(C)C1=C(C(=O)O)C=CC=C1 N,N-dimethylaminobenzoic acid